C(CCC)NC=1C=2C(N=C(N1)N)=CN(N2)CC2=C(C=C(C=C2OC)N2CCNCC2)OC N7-butyl-2-(2,6-dimethoxy-4-(piperazin-1-yl)benzyl)-2H-pyrazolo[4,3-d]pyrimidine-5,7-diamine